N1(CCCCCC1)C1=NC2=CC(=C(C=C2C(=N1)NC1CCN(CC1)C(C)C)OC)OCCCN1CCCCC1 2-(azepan-1-yl)-N-(1-isopropylpiperidin-4-yl)-6-methoxy-7-(3-(piperidin-1-yl)propoxy)quinazolin-4-amine